N-(4-(chlorodifluoromethoxy)phenyl)-6-(4-((2-(2,4-dioxotetrahydropyrimidin-1(2H)-yl)-1,3-dioxoisoindolin-5-yl)methyl)piperazin-1-yl)-5-(1H-pyrazol-3-yl)nicotinamide ClC(OC1=CC=C(C=C1)NC(C1=CN=C(C(=C1)C1=NNC=C1)N1CCN(CC1)CC=1C=C2C(N(C(C2=CC1)=O)N1C(NC(CC1)=O)=O)=O)=O)(F)F